O=C1NC2(C(N1)=O)C(CCC2)CC2=C(C=CC(=C2)N2CCOCC2)S(=O)(=O)N ((2,4-dioxo-1,3-diazaspiro[4.4]nonane-6-yl)methyl)-4-morpholinobenzenesulfonamide